1-(4-tert-butylphenyl)-2-oxo-1,2-dihydroquinoxaline-3-carboxylic acid C(C)(C)(C)C1=CC=C(C=C1)N1C(C(=NC2=CC=CC=C12)C(=O)O)=O